8-(methylamino)-4-oxo-4H-pyrido[1,2-a]pyrimidine CNC1=CC=2N(C(C=CN2)=O)C=C1